5-{[4-(Chloromethyl)-2-methoxyphenyl]methyl}-6-methyl-N4-pentylpyrimidine-2,4-diamine ClCC1=CC(=C(C=C1)CC=1C(=NC(=NC1C)N)NCCCCC)OC